1,2-Dihydroxypentane OCC(CCC)O